FC1=C(C=CC=C1)C1=CC=C(C=C1)C1CCC(CC1)C(F)(F)F 2-fluoro-4'-((1r,4r)-4-(trifluoromethyl)cyclohexyl)-[1,1'-biphenyl]